N4-(1-ethylpropyl)-N2-(1-hydroxy-3-methyl-3H-2,1-benzoxaborol-5-yl)-5-methyl-pyrimidine-2,4-diamine C(C)C(CC)NC1=NC(=NC=C1C)NC=1C=CC2=C(C(OB2O)C)C1